N1N=NN=C1CCC1CC2CC(NCC2CC1)C(=O)O 6-[2-(1H-tetrazol-5-yl)ethyl]decahydroisoquinoline-3-carboxylic Acid